benzyl (S)-2-(2-amino-3-(hexylamino)-3-oxopropyl)benzo[d]oxazole-5-carboxylate N[C@@H](CC=1OC2=C(N1)C=C(C=C2)C(=O)OCC2=CC=CC=C2)C(=O)NCCCCCC